2-(9H-fluoren-9-yl)-N-((2S,3S)-3-hydroxy-4-((2-methoxybenzyl)amino)-1-phenylbutan-2-yl)acetamide C1=CC=CC=2C3=CC=CC=C3C(C12)CC(=O)N[C@@H](CC1=CC=CC=C1)[C@H](CNCC1=C(C=CC=C1)OC)O